(S)-3-((4-(dodecyloxy)phenyl)sulfonyl)-4-(4-(4-isopropylpiperazin-1-yl)-[1,4'-bipiperidin]-1'-yl)-6-(methylsulfinyl)quinoline C(CCCCCCCCCCC)OC1=CC=C(C=C1)S(=O)(=O)C=1C=NC2=CC=C(C=C2C1N1CCC(CC1)N1CCC(CC1)N1CCN(CC1)C(C)C)[S@@](=O)C